C(C)OC[C@H]1CC(=C(C(C1)=O)C(C(CC)C)=NOC(CC)COC1=CC(=CC=C1)C(F)(F)F)O (S)-5-ethoxymethyl-3-hydroxy-2-{2-methyl-1-[1-(3-trifluoromethyl-phenoxymethyl)-propoxyimino]-butyl}-cyclohex-2-enone